5-(difluoromethoxy)-2-[5-(difluoromethoxy)-7-(cis-3-hydroxy-3-methylcyclobutyl)-7H-pyrrolo[2,3-c]pyridazin-3-yl]-3-methylphenol FC(OC=1C=C(C(=C(C1)O)C1=CC2=C(N=N1)N(C=C2OC(F)F)C2CC(C2)(C)O)C)F